ClC1=C(C=CC(=C1)F)NC(=O)C1CN(C1)C(=O)N1CCN(CC1)C=1OC=2C(=NC(=CC2)C)N1 N-(2-chloro-4-fluoro-phenyl)-1-[4-(5-methyloxazolo[4,5-b]pyridin-2-yl)piperazine-1-carbonyl]azetidine-3-carboxamide